ClC=1C(=NC=C(C1)C(F)(F)F)N1CCN(CC1)C(=O)C=1OC(=CC1)[N+](=O)[O-] {4-[3-Chloro-5-(trifluoromethyl)pyridin-2-yl]piperazin-1-yl}(5-nitrofuran-2-yl)methanone